NC=1N=C(SC1C(=O)NC1CC1)SC 4-amino-N-cyclopropyl-2-(methylthio)thiazole-5-carboxamide